[Cl-].[Cl-].C(C1=CC=CC=C1)(=O)C(C(C1=CC=CC=C1)=O)=[Zr](C1C(=CC2=CC=CC=C12)C)(C1C(=CC2=CC=CC=C12)C)C1=C(C=CC=2C3=CC=C(C=C3CC12)C(C)(C)C)C(C)(C)C dibenzoylmethylene(2,7-di-t-butylfluorenyl)bis(2-methyl-1-indenyl)zirconium dichloride